NCCNCC1=CC=C(C=C1)C#CC1=CC=C(C=C1)C1=CC(=NO1)CN1C(=NC=C1)[C@H](C)O (S)-1-(1-((5-(4-((4-(((2-aminoethyl)amino)methyl)phenyl)ethynyl)phenyl)isoxazol-3-yl)methyl)-1H-imidazol-2-yl)ethan-1-ol